6-(3-iodophenyl)pyrido[3,2-d]pyrimidin-4-ol IC=1C=C(C=CC1)C=1C=CC=2N=CN=C(C2N1)O